2-(allyloxy)-6-chlorobenzaldehyde C(C=C)OC1=C(C=O)C(=CC=C1)Cl